1,1'-carbonylbis(1,2,4-triazole) C(=O)(N1N=CN=C1)N1N=CN=C1